(S)-3-((1R,3S)-1-(6-fluoro-3-(2-((3-fluoropropyl)amino)ethoxy)-2-methylphenyl)-3-(trifluoromethyl)-1,3,4,9-tetrahydro-2H-pyrido[3,4-b]indol-2-yl)-2-methylpropanoic acid FC1=CC=C(C(=C1[C@H]1N([C@@H](CC2=C1NC1=CC=CC=C21)C(F)(F)F)C[C@@H](C(=O)O)C)C)OCCNCCCF